(12,16,16,17,17-pentamethyl-2,5,8,11,15-pentaoxa-16-silaoctadec-13-yl)thiomorpholine 1,1-dioxide CC(OCCOCCOCCOC)C(CO[Si](C(C)(C)C)(C)C)N1CCS(CC1)(=O)=O